BrC1=C(C(=C(C=C1)C=C1CN(C1)C(=O)OC(C)(C)C)F)C tert-butyl 3-[(4-bromo-2-fluoro-3-methyl-phenyl)methylene]azetidine-1-carboxylate